C(C)(=O)ONC(=N)C1=CSC(=C1)CN N-acetoxy-5-(aminomethyl)thiophene-3-carboxamidine